FC1(OC2=C(O1)C=CC(=C2)[C@H](C(C)C)NC2=NC=CC(=C2)N2N=C(C=1CCC[C@@H](C21)OC2=CC=C(C(=O)O)C=C2)C(F)(F)F)F 4-[[(7S)-1-[2-[[(1S)-1-(2,2-difluoro-1,3-benzodioxol-5-yl)-2-methyl-propyl]amino]-4-pyridyl]-3-(trifluoromethyl)-4,5,6,7-tetrahydroindazol-7-yl]oxy]benzoic acid